(R)-6-fluoro-3-isopropyl-2-(1-(4-methyl-1,4-diazepan-1-yl)butyl)quinazolin-4(3H)-one FC=1C=C2C(N(C(=NC2=CC1)[C@@H](CCC)N1CCN(CCC1)C)C(C)C)=O